C(CC)SC1=NC(=C2C(=N1)NN=C2)N 6-(propylthio)-1H-pyrazolo[3,4-d]pyrimidin-4-amine